4,5-dimethyl-2-isobutyl-thiazoline CC1N=C(SC1C)CC(C)C